OC=1C=C(C2=CC=CC=C2C1)C1=CC=C2C(=NC(=NC2=C1)OCC12CCCN2CCC1)N1C[C@H]2CC[C@@H](C1)N2C(=O)NCCN2CCOCC2 (1R,5S)-3-(7-(3-hydroxynaphthalen-1-yl)-2-((tetrahydro-1H-pyrrolizin-7a(5H)-yl)methoxy)quinazolin-4-yl)-N-(2-morpholinoethyl)-3,8-diazabicyclo[3.2.1]octane-8-carboxamide